CC(C(=O)OCCNC(=O)N1CCN(CC1)C1=CC=CC=C1)=C 2-[(4-phenylpiperazine-1-carbonyl)amino]ethyl 2-methylprop-2-enoate